[1,2,3]Triazole-5-carboxylic acid methyl ester COC(=O)C1=CN=NN1